NC=1C=C(C(=NC1)F)C=1C2=C(C(=NC1)OC)N=C(S2)[NH-] [7-(5-amino-2-fluoro-pyridin-3-yl)-4-methoxy-thiazolo[4,5-c]pyridin-2-yl]-amid